C(C)(C)[SiH2]N[SiH2]C(C)C 1,3-diisopropyl-disilazane